CC1OC(=C(C1)O)C 2,5-Dimethyl-4-hydroxy-2H-furan